Ethylenediaminetetra-acetic acid disodium salt [Na+].[Na+].C(CN(CC(=O)[O-])CC(=O)[O-])N(CC(=O)O)CC(=O)O